4-amino-2-(pyrrolidin-1-ylmethyl)phenol NC1=CC(=C(C=C1)O)CN1CCCC1